COC1=CC(=C(OC=2C(=NC(=NC2)N)N)C=C1OC)C=C 5-(4,5-Dimethoxy-2-vinyl-phenoxy)-pyrimidine-2,4-diamine